tert-butyl N-[6-[4-(aminomethyl)-3-methyl-1,2-oxazol-5-yl]-2-methylpyridin-3-yl]carbamate NCC=1C(=NOC1C1=CC=C(C(=N1)C)NC(OC(C)(C)C)=O)C